phenylthiomethyl-carbazole C1(=CC=CC=C1)SCC1=CC=CC=2C3=CC=CC=C3NC12